C1(CCC(CC1)C=C(C(=O)O)C)C=C(C(=O)O)C.C12(CCC(CC1)C2(C)C)CS(=O)(=O)N2OC2 (1S)-(+)-(10-camphanesulfonyl)oxaziridine cyclohexane-1,4-diyl-bis(2-methylacrylate)